(2R)-2-({2-[5-bromo-2-(trifluoromethoxy)phenyl][1,2,4]triazolo[1,5-c]quinazolin-5-yl}amino)butanamide BrC=1C=CC(=C(C1)C1=NN2C(=NC=3C=CC=CC3C2=N1)N[C@@H](C(=O)N)CC)OC(F)(F)F